(S)-N-((S)-1-(5-(1-cyclopropyl-1H-indazol-5-yl)-1H-imidazol-2-yl)-7-oxononyl)-6-ethyl-6-azaspiro[2.5]octane-1-carboxamide C1(CC1)N1N=CC2=CC(=CC=C12)C1=CN=C(N1)[C@H](CCCCCC(CC)=O)NC(=O)[C@H]1CC12CCN(CC2)CC